methyl 4-bromocyclobutane-1-carboxylate BrC1CCC1C(=O)OC